O1C(=CC2=C1C=CC=C2)C(=CCN2C=NC1=C2C=CC=C1)C=1OC2=C(C1)C=CC=C2 1-(3,3-bis(benzofuran-2-yl)allyl)-benzimidazole